N1(CCC1)C1=CC=C2C3(CC=4C(=NOC4C2=C1)NS(=O)(=O)C1=C(C=C(C=C1OC)C(=O)N1CCN([C@H]2C[C@H]2C1)C)OC)CC3 |o1:35,37| Rel-N-(8'-(azetidin-1-yl)-4'H-spiro[cyclopropane-1,5'-naphtho[2,1-d]isoxazol]-3'-yl)-2,6-dimethoxy-4-((1S,7S)-2-methyl-2,5-diazabicyclo[5.1.0]octane-5-carbonyl)benzenesulfonamide